Methyl 2-(3-fluoropiperidin-1-yl)-6-methylpyrimidine-4-carboxylate FC1CN(CCC1)C1=NC(=CC(=N1)C(=O)OC)C